BrC=1C(N(C=C(N1)Br)CC1=CC=C(C=C1)OC)=O 3,5-dibromo-1-(4-methoxybenzyl)pyrazin-2(1H)-one